C(CCCCC)C1=C(N(CCCCCC)CCCCCC)C=CC=C1 trihexylaniline